dimethoxystannous chloride CO[Sn-](OC)Cl